C(C)(C)(C)C1=CC=C(C=C1)N1C2=CC=C(C=C2C=2C=C(C=CC12)C(C1=CC=CC=C1)(C1=CC=CC=C1)C1=CC=CC=C1)C(C1=CC=CC=C1)(C1=CC=CC=C1)C1=CC=CC=C1 9-[4-(tert-butyl)phenyl]-3,6-bis(triphenylmethyl)-9H-carbazole